O1C(CCCC1)O[C@@H](C)C=1N(C=CN1)CC1=NOC(=C1)C1=CC=C(C=C1)C#CC=1C=CC(=NC1)C(CN1N=CN=C1)=O 1-(5-((4-(3-((2-((1S)-1-((tetrahydro-2H-pyran-2-yl)oxy)ethyl)-1H-imidazol-1-yl)methyl)isoxazol-5-yl)phenyl)ethynyl)pyridin-2-yl)-2-(1H-1,2,4-triazol-1-yl)ethan-1-one